ClC=1C(=NC(=NC1)NC=1C=C(C=NC1)N1C(CCC1)=O)C1=CC(=CC=C1)OC1=CC=CC=C1 1-(5-((5-chloro-4-(3-phenoxyphenyl)pyrimidin-2-yl)amino)pyridin-3-yl)pyrrolidin-2-one